4-(4-(5-(2-Fluorophenyl)-1H-pyrazolo[4,3-b]pyridin-3-yl)-1H-pyrazol-1-yl)piperidin FC1=C(C=CC=C1)C1=CC=C2C(=N1)C(=NN2)C=2C=NN(C2)C2CCNCC2